N=1C=C(N2C1C=CC=C2)C2CN(CCN2)C=2C1=C(N=C(N2)N)C=CN1 4-(3-(imidazo[1,2-a]pyridin-3-yl)piperazin-1-yl)-5H-pyrrolo[3,2-d]pyrimidin-2-amine